tert-Butyl 4-(2-(2-(((1-aminoisoquinolin-6-yl)methyl)carbamoyl)thiazol-4-yl)ethyl)piperidine-1-carboxylate NC1=NC=CC2=CC(=CC=C12)CNC(=O)C=1SC=C(N1)CCC1CCN(CC1)C(=O)OC(C)(C)C